ClC1=C(C=CC2=C1C(=NC(C=1N2C(=CN1)C)C)C1=NC=CC=C1F)C(F)(F)F 7-chloro-6-(3-fluoro-2-pyridinyl)-1,4-dimethyl-8-(trifluoromethyl)-4H-imidazo[1,2-a][1,4]benzodiazepine